BrC=1C=C(C=CC1)C=1NC(SC1)N/N=C/C=1N=CC=2N(C3=CC=CC=C3C2C1)C 4-(3-Bromophenyl)-2-(((E)-(9-methyl-β-carbolin-3-yl)methylene)hydrazino)-2,3-dihydrothiazole